FC(C1=CC(=NC=C1)CNC(=O)C=1SC(=NN1)CCCCC=1SC(=NN1)C(NCC=1C=NC=CC1C(F)(F)F)=O)(F)F N-((4-(trifluoromethyl)pyridin-2-yl)methyl)-5-(4-(5-(((4-(trifluoromethyl)pyridin-3-yl)methyl)carbamoyl)-1,3,4-thiadiazol-2-yl)butyl)-1,3,4-thiadiazole-2-carboxamide